(R)-3-(((6-((5-(2,6-difluorophenoxy)pentyl)oxy)benzo[d]oxazol-2-yl)amino)methyl)pyrrolidin-1-ium chloride [Cl-].FC1=C(OCCCCCOC2=CC3=C(N=C(O3)NC[C@@H]3C[NH2+]CC3)C=C2)C(=CC=C1)F